acrylonitrile sodium salt [Na].C(C=C)#N